tert-butyl (S)-1-((S)-1-((S)-2-(3-acrylamidobenzylcarbamoyl)pyrrolidin-1-yl)-3,3-dimethyl-1-oxobutan-2-ylamino)-1-oxopropan-2-yl(methyl)carbamate C(C=C)(=O)NC=1C=C(CNC(=O)[C@H]2N(CCC2)C([C@H](C(C)(C)C)NC([C@H](C)N(C(OC(C)(C)C)=O)C)=O)=O)C=CC1